3-Benzyl-6-(4-aminobutyl)-2,5-diketopiperazin C(C1=CC=CC=C1)C1C(NC(C(N1)=O)CCCCN)=O